C(C(=O)[O-])(=O)[O-].[Yb+3].C(C(=O)[O-])(=O)[O-].C(C(=O)[O-])(=O)[O-].[Yb+3] Ytterbium(III) oxalate